tert-butyl 8-methyl-4-[2-methylsulfanyl-7-oxo-8-(tetrahydrofuran-3-ylmethyl)pyrido[2,3-d]pyrimidin-6-yl]-2,3-dihydroquinoxaline-1-carboxylate CC=1C=CC=C2N(CCN(C12)C(=O)OC(C)(C)C)C1=CC2=C(N=C(N=C2)SC)N(C1=O)CC1COCC1